NC(C([O-])=S)C(C)C 2-amino-3-methylbutanethioate